1-(5-(4-fluorophenyl)-2-methyl-4-phenyl-1H-pyrrol-3-yl)ethan-1-one FC1=CC=C(C=C1)C1=C(C(=C(N1)C)C(C)=O)C1=CC=CC=C1